2,3-bis(8-isocyanatooctyl)-4-octyl-5-hexylcyclohexane N(=C=O)CCCCCCCCC1CCC(C(C1CCCCCCCCN=C=O)CCCCCCCC)CCCCCC